(3-chloro-2-methoxypyridin-4-yl)-6-(4-ethyl-3-(hydroxymethyl)-5-oxo-4,5-dihydro-1H-1,2,4-triazol-1-yl)-7-fluoro-4-isopropylisoquinolin-1(2H)-one ClC=1C(=NC=CC1N1C(C2=CC(=C(C=C2C(=C1)C(C)C)N1N=C(N(C1=O)CC)CO)F)=O)OC